BrNC(C=1C(C(=O)O)=CC=CC1)=O N-bromophthalic acid amide